O=C1NC(CCC1N1C(C2=CC=CC(=C2C1=O)NCC1CCN(CC1)C1=CC=C(C(=O)N[C@H]2C[C@@H](CC2)NC2=CC(=NC=3N2N=CC3)CCC)C=C1)=O)=O 4-(4-(((2-(2,6-dioxopiperidin-3-yl)-1,3-dioxoisoindolin-4-yl)amino)methyl)piperidin-1-yl)-N-((1R,3R)-3-((5-propylpyrazolo[1,5-a]pyrimidin-7-yl)amino)cyclopentyl)benzamide